N-(tert-butyl)-5-(5''-(ethylsulfonamido)dispiro[cyclopropane-1,1'-cyclohexane-4',3''-indoline]-1''-carbonyl)thiophene-3-sulfonamide C(C)(C)(C)NS(=O)(=O)C1=CSC(=C1)C(=O)N1CC2(C3=CC(=CC=C13)NS(=O)(=O)CC)CCC1(CC2)CC1